OC1CCC(CC1)C1CCC(CC1)O 4,4'-dihydroxybicyclohexane